C(C1=CC=CC=C1)OC1=C(C(=C2C[C@@H](N(C2=C1)C(=O)OC(C)(C)C)CN(CCCC)C(=O)OC(C)(C)C)F)N(C(C(F)(F)F)=O)CC(=O)OC(C)(C)C tert-butyl (2R)-6-(benzyloxy)-2-{[(tert-butoxycarbonyl)(butyl)amino]methyl}-5-[(2-tert-butoxy-2-oxoethyl)(trifluoroacetyl)amino]-4-fluoro-2,3-dihydro-1H-indole-1-carboxylate